5-(8-(7-Acetyl-3-ethyl-5,6,7,8-tetrahydroimidazo[1,5-a]pyrazin-1-yl)isoquinolin-3-yl)-N-(4-(3-(2,6-dioxopiperidin-3-yl)phenyl)but-3-yn-1-yl)picolinamide C(C)(=O)N1CC=2N(CC1)C(=NC2C=2C=CC=C1C=C(N=CC21)C=2C=CC(=NC2)C(=O)NCCC#CC2=CC(=CC=C2)C2C(NC(CC2)=O)=O)CC